tert-butyl 2-(6-(3,4-dichlorophenylamino)-8-fluoro-3,4-dihydro-1H-carbazol-9(2H)-yl)ethylcarbamate ClC=1C=C(C=CC1Cl)NC=1C=C2C=3CCCCC3N(C2=C(C1)F)CCNC(OC(C)(C)C)=O